ClC1=NC=C(C(=C1)C1=C(C=NC(=C1)C)C(=O)NC=1SC(=NN1)OCC1=NC=C(C=C1)C(C)(C)O)OC 2'-chloro-N-(5-((5-(2-hydroxy-prop-2-yl)pyridin-2-yl)methoxy)-1,3,4-thiadiazol-2-yl)-5'-methoxy-6-methyl-[4,4'-bipyridine]-3-carboxamide